CN1CCC(CC1)OC1=CC=CC(=N1)N1N(C(C=2C1=NC(=NC2)NC=2C=NC=C(C2)C)=O)CC=C 1-{6-[(1-methylpiperidin-4-yl)oxy]pyridin-2-yl}-6-[(5-methylpyridin-3-yl)amino]-2-(prop-2-en-1-yl)-1H,2H,3H-pyrazolo[3,4-d]pyrimidin-3-one